8-methyl-6-(phenylsulfanyl)-7H,8H-pyrido[2,3-d]Pyrimidin-7-one CN1C(C(=CC2=C1N=CN=C2)SC2=CC=CC=C2)=O